4-(6'-methoxy-2'-oxo-1',2'-dihydrospiro[cyclohexane-1,3'-indol]-4-yl)-1,4-diazepan-1-carboxylic acid ethyl ester C(C)OC(=O)N1CCN(CCC1)C1CCC2(C(NC3=CC(=CC=C23)OC)=O)CC1